Methoxy-N-methylbenzamide COC1=C(C(=O)NC)C=CC=C1